(S)-1-(4-BROMOPHENYL)-N,N-BIS(4-METHOXYBENZYL)HEX-5-ENE-2-SULFONAMIDE BrC1=CC=C(C=C1)C[C@H](CCC=C)S(=O)(=O)N(CC1=CC=C(C=C1)OC)CC1=CC=C(C=C1)OC